O.NC=1C(N(C(N(C1N)C)=O)C)=O 5,6-diamino-1,3-dimethyluracil hydrate